ClC1=C(C(=CC=C1Cl)OCOCC[Si](C)(C)C)C1CC(N(C1)CCCN(C)OC)=O 4-(2,3-Dichloro-6-((2-(trimethylsilyl)ethoxy)methoxy)phenyl)-1-(3-(methoxy(methyl)amino)propyl)pyrrolidin-2-one